OC1=C(C=CC(=C1)OC1=CC(=C(C=C1)Cl)Cl)C(C=O)N1N=CN=C1 2-(2'-Hydroxy-4'-(3'',4''-dichlorophenoxy)phenyl)-2-(1H-1,2,4-triazolyl)ethanone